2-(3-fluoro-4-hydroxyphenyl)acetic acid FC=1C=C(C=CC1O)CC(=O)O